2'-O-ethyl-adenosine phosphoramidite P(O)(N)OC[C@@H]1[C@H]([C@H]([C@@H](O1)N1C=NC=2C(N)=NC=NC12)OCC)O